(S)-3-(3-chloro-4-fluorophenyl)-1-methyl-1-(6-oxo-1,2,4,5,6,7,9,10-octahydrodipyrano[3,4-b:4',3'-d]pyridin-1-yl)urea ClC=1C=C(C=CC1F)NC(N([C@@H]1COCC=2NC(C3=C(C21)CCOC3)=O)C)=O